N1(CCC1)CCC1=NN(C(C=C1C)=O)[C@H](C(=O)O)CC(C)C (S)-2-(3-(2-(azetidin-1-yl)ethyl)-4-methyl-6-oxopyridazin-1(6H)-yl)-4-methylpentanoic acid